FC(CNCC1=CC=C(C=C1)C1=CC(=CC=C1)S(=O)(=O)N1CCC2(CC(CO2)NC[C@@H](COC=2C=C(C=CC2)S(=O)(=O)NC)O)CC1)F 3-((2S)-3-(8-(4'-((2,2-difluoroethylamino)methyl)biphenyl-3-ylsulfonyl)-1-oxa-8-azaspiro[4.5]decan-3-ylamino)-2-hydroxypropoxy)-N-methylbenzenesulfonamide